sec-pentyl fumarate C(\C=C\C(=O)[O-])(=O)OC(C)CCC